CC1=CC(N(C=2C(C3=C(C(C12)=O)C(=CC(N3)=O)C)=O)CCC)=O 4,6-dimethyl-1-propylpyrido[3,2-g]quinoline-2,5,8,10(1H,9H)-tetraone